CN[C@@H]1[C@H]2[C@]34C=5C(=C(C=CC5C[C@H]([C@@]3(CC1)O)NCC4)O)O2 4,5alpha-epoxy-6alpha-methylamino-3,14beta-dihydroxymorphinan